COC=1C=C(C=NC1OC)C1=NC(=NC=C1)N1CCN(CC1)C(=O)[O-] 4-[4-(5,6-Dimethoxy-pyridin-3-yl)-pyrimidin-2-yl]-piperazine-1-carboxylate